(2S)-5-oxopyrrolidine-1,2-dicarboxylic acid 1-O-tert-butyl ester 2-O-ethyl ester C(C)OC(=O)[C@H]1N(C(CC1)=O)C(=O)OC(C)(C)C